OC1(CCN(CC1)C(=O)C1=CC=C(C=C1)C1=CC=CN2C1=NC(=CC2=O)C(F)(F)F)C(F)(F)F 9-(4-((4-hydroxy-4-(trifluoromethyl)piperidin-1-yl)carbonyl)phenyl)-2-(trifluoromethyl)-4H-pyrido[1,2-a]pyrimidin-4-one